tert-Butyl 8-(6-bromoquinazolin-4-yl)-5,8-diazaspiro[3.5]nonane-5-carboxylate BrC=1C=C2C(=NC=NC2=CC1)N1CCN(C2(CCC2)C1)C(=O)OC(C)(C)C